1-(N,N-dimethylamino)-2-propanol myristate C(CCCCCCCCCCCCC)(=O)OC(CN(C)C)C